2-Ethylbutyl ((S)-(((2R,3S,5R)-5-(6-amino-2-fluoro-9H-purin-9-yl)-2-ethynyl-3-hydroxytetrahydrofuran-2-yl) methoxy)(phenoxy)phosphoryl)-L-alaninate NC1=C2N=CN(C2=NC(=N1)F)[C@H]1C[C@@H]([C@@](O1)(C#C)CO[P@](=O)(OC1=CC=CC=C1)N[C@@H](C)C(=O)OCC(CC)CC)O